N-(6-cyano-1-cyclobutyl-1H-benzo[d]imidazol-2-yl)-3-(2-fluorophenyl)-3-hydroxybutanamide C(#N)C=1C=CC2=C(N(C(=N2)NC(CC(C)(O)C2=C(C=CC=C2)F)=O)C2CCC2)C1